4-(trifluoromethyl)-7-(2-(4-(5-(trifluoromethyl)pyrimidin-2-yl)piperazine-1-carbonyl)morpholino)-2,5,6,7-tetrahydro-3H-cyclopenta[c]pyridazin-3-one FC(C1=C2C(=NNC1=O)C(CC2)N2CC(OCC2)C(=O)N2CCN(CC2)C2=NC=C(C=N2)C(F)(F)F)(F)F